Methyl 6-(((1-((benzyloxy)methyl)cyclopropyl)methyl)(methyl)amino)hexanoate C(C1=CC=CC=C1)OCC1(CC1)CN(CCCCCC(=O)OC)C